3-[2-(4-chloro-3-fluorophenoxy)acetamido]-N-(1-phenylethyl)bicyclo[1.1.1]pentane-1-carboxamide ClC1=C(C=C(OCC(=O)NC23CC(C2)(C3)C(=O)NC(C)C3=CC=CC=C3)C=C1)F